OC(C(=O)NC1=C(C2=C(C(OC(C2)(C)C)(C)C)S1)C(=O)N)(C)C 2-(2-hydroxy-2-methylpropanamido)-5,5,7,7-tetramethyl-5,7-dihydro-4H-thieno[2,3-c]pyran-3-carboxamide